OC[C@@H](C(C)C)NC1=NC=2N(C(N(C(C2N1CC1=CC(=CC=C1)OC)=O)C)=O)C (R)-8-((1-hydroxy-3-methylbutan-2-yl)amino)-7-(3-methoxybenzyl)-1,3-dimethyl-3,7-dihydro-1H-purine-2,6-dione